(2S,4R)-1-((S)-2-(10-Aminoundecanamido)-3,3-dimethylbutanoyl)-4-hydroxy-N-(4-(4-methylthiazol-5-yl)benzyl)pyrrolidine-2-carboxamide NC(CCCCCCCCC(=O)N[C@H](C(=O)N1[C@@H](C[C@H](C1)O)C(=O)NCC1=CC=C(C=C1)C1=C(N=CS1)C)C(C)(C)C)C